FC1=C(C=CC(=C1)F)C1=CC(=C(C=C1)OC)NC1=NC=NC2=CC(=C(C=C12)N1CC2(C1)CCN(CC2)C(C=C)=O)OC 1-(2-(4-((2',4'-difluoro-4-methoxy-[1,1'-biphenyl]-3-yl)amino)-7-methoxyquinazoline-6-yl)-2,7-diazaspiro[3.5]nonan-7-yl)prop-2-en-1-one